3-(((1,2,4-oxadiazol-3-yl)methyl)amino)-4-((3-fluoro-4-(5-(trifluoromethyl)-1,2,4-oxadiazol-3-yl)benzyl)amino)cyclobut-3-ene-1,2-dione O1N=C(N=C1)CNC=1C(C(C1NCC1=CC(=C(C=C1)C1=NOC(=N1)C(F)(F)F)F)=O)=O